C(C)(=O)N1[C@@H](CC[C@H](C1)NOCC1=CC=CC=C1)C(=O)OC methyl (2S,5R)-1-acetyl-5-(benzyloxyamino)-piperidine-2-carboxylate